ClC1=NC(=NC(=C1)OCC=1N=C2N(C=C(C=C2)C2CC2)C1)CC(C(=O)OCC)(C)C ethyl 3-(4-chloro-6-((6-cyclopropylimidazo[1,2-a]pyridin-2-yl)methoxy)pyrimidin-2-yl)-2,2-dimethylpropanoate